OCCC(C)CCC[C@@H](C)[C@H]1CC[C@H]2[C@@H]3CCC4CCCC[C@]4(C)[C@H]3CC[C@]12C hydroxymethyl-cholestane